3-iodo-1-((2-(trimethylsilyl)ethoxy)methyl)-1H-pyrazolo[4,3-b]pyrazine IC1=NN(C=2C1=NC=CN2)COCC[Si](C)(C)C